[N+](=O)([O-])C=1C=C(C(=O)[O-])C=CC1[N+](=O)[O-] 3,4-dinitrobenzoate